P(=O)(O)(O)OC=1C(=C2C=CC=CC2=CC1)C1=CC=CC2=CC=CC=C12 (S)-1,1-binaphthol hydrogen phosphate